CC1CN(CC=C1OS(=O)(=O)C(F)(F)F)C(=O)OC(C)(C)C tert-Butyl 3-methyl-4-(trifluoromethanesulfonyloxy)-1,2,3,6-tetrahydropyridine-1-carboxylate